4-(6-methyl-7-(1-(piperidin-4-ylmethyl)-1H-pyrazol-4-yl)imidazo[1,2-b]pyridazin-3-yl)-7-(pyridin-4-yl)quinoline CC=1C(=CC=2N(N1)C(=CN2)C2=CC=NC1=CC(=CC=C21)C2=CC=NC=C2)C=2C=NN(C2)CC2CCNCC2